3-(4-hydroxymethylpyridin-2-yl)-N-(1-(5-fluoro-2-hydroxyphenyl)ethyl)imidazo[1,2-b]pyridazin-6-amine OCC1=CC(=NC=C1)C1=CN=C2N1N=C(C=C2)NC(C)C2=C(C=CC(=C2)F)O